4-(4-(3,8-diazabicyclo[3.2.1]octan-3-yl)-8-fluoro-2-((1-methoxycyclopropyl)methoxy)-6-(trifluoromethyl)quinazolin-7-yl)-2-amino-7-fluorobenzo[b]thiophene-3-carbonitrile C12CN(CC(CC1)N2)C2=NC(=NC1=C(C(=C(C=C21)C(F)(F)F)C2=CC=C(C=1SC(=C(C12)C#N)N)F)F)OCC1(CC1)OC